CC(C)(C)C=1C=C(C=C(C1O)C(C)(C)C)CC(C(=O)[O-])(C(=O)[O-])CCCC 2-{[3,5-bis(1,1-dimethylethyl)-4-hydroxyphenyl]methyl}-2-butylpropanedioate